5-(7-Amino-4-hydroxy-4-methyl-heptyl)-3-methyl-2-oxo-benzimidazol-1-ylpiperidine-2,6-dione NCCCC(CCCC1=CC2=C(N(C(N2C)=O)N2C(CCCC2=O)=O)C=C1)(C)O